1,1,1-trifluoro-2-octanol FC(C(CCCCCC)O)(F)F